COC(=O)C1CC=2C(=NC=CC2)N1C1=NC(=CC(=C1)C(F)(F)F)C 1-[6-methyl-4-(trifluoromethyl)pyridin-2-yl]-2,3-dihydro-1H-pyrrolo[2,3-b]pyridine-2-carboxylic acid methyl ester